5-oxo-5,6-dihydroimidazo[1,5-c]pyrimidine-1-carboxylic acid O=C1NC=CC=2N1C=NC2C(=O)O